S1C2=C(C=C1)C(=CC=C2)C2=CC=C(S2)C(CCC(=O)O)=O 4-(5-(benzo[b]thiophen-4-yl)thiophen-2-yl)-4-oxobutanoic acid